4-(4-acryloylpiperazin-1-yl)-2-(((S)-1-methylpyrrolidin-2-yl)methoxy)-1',4',5,6-tetrahydro-2'H,8H-spiro[quinazoline-7,3'-quinoline]-2',8-dione C(C=C)(=O)N1CCN(CC1)C1=NC(=NC=2C(C3(C(NC4=CC=CC=C4C3)=O)CCC12)=O)OC[C@H]1N(CCC1)C